methyl 5-chloro-4',4'-difluoro-7-oxo-7,8-dihydro-6H-spiro[[1,3]oxazolo[5,4-f]quinazoline-9,1'-cyclohexane]-2-carboxylate ClC=1C=C2C(=C3C1NC(NC31CCC(CC1)(F)F)=O)OC(=N2)C(=O)OC